OC1=CC=C(C=C1)C1(NC(C2=C3C(=CC=C12)C=CC=C3)=O)C3=CC=C(C=C3)O 3,3-bis(4-hydroxyphenyl)-2-benzisoindoline-1-one